N-((R)-1-(4-cyanophenyl)-2,2,2-trifluoroethyl)-2-(2,6-dioxopiperidin-3-yl)-1-oxoisoindoline-5-carboxamide C(#N)C1=CC=C(C=C1)[C@H](C(F)(F)F)NC(=O)C=1C=C2CN(C(C2=CC1)=O)C1C(NC(CC1)=O)=O